(S)-2,2-difluoro-N-(5-(2-((1-methyl-1H-pyrazole-4-yl)amino)pyrimidin-4-yl)pyridin-2-yl)cyclopropane-1-carboxamide FC1([C@@H](C1)C(=O)NC1=NC=C(C=C1)C1=NC(=NC=C1)NC=1C=NN(C1)C)F